C(C)(C)(C)C1(CC=C(C=C1C(C)(C)C)O)CCC (1,6-di-tert-butyl-4-hydroxyphenyl)propane